N-{1-[5-(2,4-dimethylphenyl)-thiophen-2-yl]-ethyl}-6,7-dimethoxy-2-methylquinazolin-4-amine CC1=C(C=CC(=C1)C)C1=CC=C(S1)C(C)NC1=NC(=NC2=CC(=C(C=C12)OC)OC)C